C1(CCC1)NC=1C(=C(C=CC1)O)C cyclobutylamino-2-methyl-phenol